4-Ethyl-Phenol C(C)C1=CC=C(C=C1)O